CC1=NN2C(N(CCC2)C(CCC(=O)NC=2N=NC(=CC2)C=2C=NC=C(C2)C(F)(F)F)=O)=C1 4-(2-methyl-6,7-dihydropyrazolo[1,5-a]pyrimidin-4(5H)-yl)-4-oxo-N-(6-(5-(trifluoromethyl)pyridin-3-yl)pyridazin-3-yl)butanamide